FC(C(=O)O)(F)F.ClC1=CC=C(C=C1)C=1OC(=NN1)C1CCNCC1 2-(4-chlorophenyl)-5-(piperidin-4-yl)-1,3,4-oxadiazole 2,2,2-trifluoroacetate